2-((4-(5,6-dimethylpyrimidin-4-yl)piperazin-1-yl)methyl)-6-(trifluoromethyl)-1H-benzo[d]imidazole CC=1C(=NC=NC1C)N1CCN(CC1)CC1=NC2=C(N1)C=C(C=C2)C(F)(F)F